C1(CCCCC1)NN(C)C 2-cyclohexyl-1,1-dimethylhydrazine